4-[[2-(1H-indazol-6-yl)acetyl]amino]-N-(2,2,2-trifluoro-1,1-dimethyl-ethyl)pyridine-2-carboxamide sodium [Na].N1N=CC2=CC=C(C=C12)CC(=O)NC1=CC(=NC=C1)C(=O)NC(C(F)(F)F)(C)C